5-(carboxyhydroxylmethyl)uracil C(=O)(O)C(C=1C(NC(NC1)=O)=O)O